3-bromo-7-(4-methoxyphenyl)-1H-indole BrC1=CNC2=C(C=CC=C12)C1=CC=C(C=C1)OC